N4-((R)-1-(3-amino-5-(trifluoromethyl)phenyl)ethyl)-6-cyclobutyl-N2-methylpyrido[3,4-d]pyrimidine-2,4-diamine NC=1C=C(C=C(C1)C(F)(F)F)[C@@H](C)NC=1C2=C(N=C(N1)NC)C=NC(=C2)C2CCC2